COC1N(C(C2=CC=CC=C2C1)=O)C methoxy-2-methyl-3,4-dihydroisoquinolin-1(2H)-one